C(#N)C1=CC(=C(COC2=CC=CC(=N2)C2=CC(=C(CC3=NC4=C(N3C3C5(CC5)CCC3)C=C(C=C4)C(=O)O)C=C2F)F)C=C1)F 2-(4-(6-((4-cyano-2-fluorobenzyl)oxy)pyridin-2-yl)-2,5-difluorobenzyl)-1-(spiro[2.4]heptan-4-yl)-1H-benzo[d]imidazole-6-carboxylic acid